6-chloro-4-{[3-(5-fluoropyrimidin-2-yl)-2-methoxyphenyl]amino}-N-methylpyridine-3-carboxamide ClC1=CC(=C(C=N1)C(=O)NC)NC1=C(C(=CC=C1)C1=NC=C(C=N1)F)OC